1-(8-bromo-5-chloro-4-(cyclobutylamino)-2-(((5-methylisoxazol-3-yl)methyl)sulfinyl)quinolin-3-yl)ethan-1-one BrC=1C=CC(=C2C(=C(C(=NC12)S(=O)CC1=NOC(=C1)C)C(C)=O)NC1CCC1)Cl